2,6-difluoro-toluene-1-carboxylate FC1C(C)(C(=CC=C1)F)C(=O)[O-]